FC(C=1C=CC(=NC1)[C@@H](C)NC1CC1)(F)F (R)-N-(1-(5-(trifluoromethyl)pyridin-2-yl)ethyl)cyclopropylamine